(3-methyl-3-azabicyclo[3.1.0]hex-1-yl)methanol CN1CC2(CC2C1)CO